C(CCCCCCCC)(=O)OCC(COC(CCCCCCCC)=O)CC(=O)O[C@@H]1CN(C[C@H](C=C1)OC(CC(COC(CCCCCCCC)=O)COC(CCCCCCCC)=O)=O)C(=O)OC(C)(C)C |o1:29,33| (((Rel-(3S,6S)-1-(tert-butoxycarbonyl)-2,3,6,7-tetrahydro-1H-azepine-3,6-diyl)bis(oxy))bis(2-oxoethane-2,1-diyl))bis(propane-2,1,3-triyl) tetranonanoate